Methyl 3-chloro-6-(4-cyano-2-fluorophenyl)-5-fluoropicolinate ClC=1C(=NC(=C(C1)F)C1=C(C=C(C=C1)C#N)F)C(=O)OC